ClC1=C(C=CC=C1)C=1N=C(SC1)C=1C(=NC=C(C1)N1CCN(CC1)S(=O)(=O)C)C(=O)N (4-(2-chlorophenyl)thiazol-2-yl)-5-(4-(methylsulfonyl)piperazin-1-yl)picolinamide